C(CCC(=O)[O-])(=S)[O-].[Au+3].C(CCC(=O)[O-])(=S)[O-].C(CCC(=O)[O-])(=S)[O-].[Au+3] gold thiosuccinate